1,6-hexanedithiol diacrylate C(C=C)(=O)O.C(C=C)(=O)O.C(CCCCCS)S